N-(2-(2-methylisoindolin-5-yl)pyrimidin-4-yl)-1H-indazol-5-amine CN1CC2=CC=C(C=C2C1)C1=NC=CC(=N1)NC=1C=C2C=NNC2=CC1